O1C=CC2=C1C=CC(=C2)C(=O)N2CCOCC2 4-(benzofuran-5-yl-carbonyl)morpholine